CN1C=C(C(=C1)C1=CC=C(C=C1)OC1=NC(=CC=C1)C)C(=O)O 1-methyl-l-4-(4-((6-methylpyridin-2-yl)oxy)phenyl)-1H-pyrrole-3-carboxylic acid